(3,4-Dimethoxyphenyl)-1-(2-methoxy-4-(pyrrolidin-1-yl)phenyl)propan-1-one COC=1C=C(C=CC1OC)C(C(=O)C1=C(C=C(C=C1)N1CCCC1)OC)C